2-((1R,3r)-3-(1-((R)-2-(2-methoxyphenyl)-2-((tetrahydro-2H-pyran-4-yl)oxy)ethyl)-5-methyl-6-(oxazol-2-yl)-2,4-dioxo-1,2-dihydrothieno[2,3-d]pyrimidine-3(4H)-yl)cyclobutyl)acetic Acid COC1=C(C=CC=C1)[C@H](CN1C(N(C(C2=C1SC(=C2C)C=2OC=CN2)=O)C2CC(C2)CC(=O)O)=O)OC2CCOCC2